4-chloro-2-(difluoromethyl)pyridine ClC1=CC(=NC=C1)C(F)F